(2S,4S)-4-Hydroxy-2-(4-(methoxycarbonyl)phenyl)piperidine-1-carboxylic acid benzyl ester C(C1=CC=CC=C1)OC(=O)N1[C@@H](C[C@H](CC1)O)C1=CC=C(C=C1)C(=O)OC